COC(\C=C(/C=C/C1(C(=CC(CC1(C)C#C)=O)C)O)\C)=O.[Si](C1=CC=CC=C1)(C1=CC=CC=C1)(C(C)(C)C)OCCCCC=O 5-((tert-butyldiphenylsilyl)oxy)pentanal methyl-(2Z,4E)-5-[6-ethynyl-1-hydroxy-2,6-dimethyl-4-oxocyclohex-2-en-1-yl]-3-methylpenta-2,4-dienoate